C(C1=CC=CC=C1)S(=O)(=O)C1=CC=C(C=C1)SC1=NC(=C(C(=N1)N(CC)CC)OC)NC1=NNC(=C1)C 2-((4-(benzylsulfonyl)phenyl)thio)-N4,N4-diethyl-5-methoxy-N6-(5-methyl-1H-pyrazol-3-yl)pyrimidine-4,6-diamine